CC1=CC(=CC2=C1C=C(O2)C(=O)O)C 4,6-Dimethyl-1-benzofuran-2-carboxylic acid